N1[C@@H](CCC1)C(=O)N (S)-prolinamide